C(C)OC(=O)C=1SC(=C(N1)C(=O)N1[C@H](CC(C1)(F)F)C)C=1C=NC(=CC1C(F)F)N[C@@H](C)C1CC1 5-(6-(((S)-1-cyclopropylethyl)amino)-4-(difluoromethyl)pyridin-3-yl)-4-((S)-4,4-difluoro-2-Methylpyrrolidine-1-carbonyl)thiazole-2-carboxylic acid ethyl ester